FC1=CC2=C(NC(=N2)CCNC(=O)C2=C(OC=3N=CN=C(C32)NC3(CC3)C)C)C=C1 N-[2-(5-fluoro-1H-1,3-benzodiazol-2-yl)ethyl]-6-methyl-4-[(1-methylcyclopropyl)amino]furo[2,3-d]pyrimidine-5-carboxamide